NC(N1C(C(NC2=C(C1)C=CC=C2)=O)C(C)CC)=NC(OC)=O methyl (amino(3-(sec-butyl)-2-oxo-1,2,3,5-tetrahydro-4H-benzo[1,4]diazepin-4-yl)methylene)carbamate